diethyl (2-((2-(4-((4-methoxy-7-methyl-1H-pyrrolo[3,2-c]pyridin-1-yl)sulfonyl)piperazin-1-yl)-2-oxoethyl)amino)-2-oxoethyl)phosphonate COC1=NC=C(C2=C1C=CN2S(=O)(=O)N2CCN(CC2)C(CNC(CP(OCC)(OCC)=O)=O)=O)C